4-(4-(2-azaspiro[3.3]heptan-2-ylmethyl)benzylamino)-2-(2,6-dioxopiperidin-3-yl)isoindoline-1,3-dione C1N(CC12CCC2)CC2=CC=C(CNC1=C3C(N(C(C3=CC=C1)=O)C1C(NC(CC1)=O)=O)=O)C=C2